(E)-4-(dimethylamino)-N-(3-(5-fluoro-4-(m-tolylamino)pyrimidin-2-ylamino)phenyl)but-2-enamide CN(C/C=C/C(=O)NC1=CC(=CC=C1)NC1=NC=C(C(=N1)NC=1C=C(C=CC1)C)F)C